ClC=1C=C(C=CC1)[C@H](C)NC(=O)C1=CC=C2C(N(NC2=C1)C1C(NC(CC1)=O)=O)=O N-((S)-1-(3-chlorophenyl)ethyl)-2-(2,6-dioxopiperidin-3-yl)-3-oxo-2,3-dihydro-1H-indazole-6-carboxamide